N(N)C(=O)C1=NN=C2N1C=C(C=C2N2CCN(CC2)C(C(C)C)=O)S(=O)(=O)NC2(CC2)C 3-(hydrazinecarbonyl)-8-(4-isobutyrylpiperazin-1-yl)-N-(1-methylcyclopropyl)-[1,2,4]triazolo[4,3-a]pyridine-6-sulfonamide